ClC1=CC=C(CC2(N=C(C=3C(=N2)N(NC3)C3CCNCC3)NC3=NNC(=C3)C)N)C=C1 6-(4-chlorobenzyl)-N4-(5-methyl-1H-pyrazol-3-yl)-1-(piperidin-4-yl)-1H-pyrazolo[3,4-d]Pyrimidine-4,6-diamine